tert-butyl (1R,2S)-2-[1-(tert-butoxycarbonyl)-3-[(3,6-dimethylpyrazin-2-yl)amino]indazol-6-yl]-5'-methoxy-2'-oxospiro[cyclopropane-1,3'-indole]-1'-carboxylate C(C)(C)(C)OC(=O)N1N=C(C2=CC=C(C=C12)[C@@H]1C[C@@]12C(N(C1=CC=C(C=C21)OC)C(=O)OC(C)(C)C)=O)NC2=NC(=CN=C2C)C